C(C)OC=1C=C(C=C(C1)C1(COC1)CC1=NN=CN1C)N1C(C2=CC(=CC(=C2C1)C(F)(F)F)C(C)N1C[C@H](CC1)F)=O 2-(3-ethoxy-5-(3-((4-methyl-4H-1,2,4-triazol-3-yl)methyl)-oxetan-3-yl)phenyl)-6-(1-((S)-3-fluoropyrrolidin-1-yl)ethyl)-4-(trifluoromethyl)isoindolin-1-one